ONC(=O)C1=CC2=C(OCC(N2CC=2C=NC3=CC=CC=C3C2)=O)C=C1 N-hydroxy-3-oxo-4-(quinolin-3-ylmethyl)-3,4-dihydro-2H-benzo[b][1,4]oxazine-6-carboxamide